COS(=O)(=O)[O-].CN(C=[N+](C)C)C N,N,N',N'-Tetramethylformamidinium methylsulfat